C(C)(=O)O[C@H](C(=O)N(C)[C@]1(C(CCCC1)=O)C1=C(C=CC=C1)Cl)C (S)-1-(((S)-1-(2-chlorophenyl)-2-oxocyclohexyl) (methyl) amino)-1-oxopropan-2-yl acetate